CC(C)(OC(=O)NCC(CCC1=CC=CC=C1)C(=O)O)C α-[[[(1,1-dimethylethoxy)carbonyl]amino]methyl]-benzyl-3-propanoic acid